tert-butyl 2-(diethoxyphosphoryl)-7-isobutyl-7,8-dihydro-1,6-naphthyridin-6(5H)-carboxylate C(C)OP(=O)(OCC)C1=NC=2CC(N(CC2C=C1)C(=O)OC(C)(C)C)CC(C)C